BrC=1C2=CN(N=C2C(=C(C1)F)C(=O)NC=1N=C2N(C=C(N=C2C)C)C1)C 4-bromo-N-(6,8-dimethylimidazo[1,2-a]pyrazin-2-yl)-6-fluoro-2-methyl-indazole-7-carboxamide